methyl-2,3-bis(dodecyloxy)-1-propanaminium bromide [Br-].CC(C(COCCCCCCCCCCCC)OCCCCCCCCCCCC)[NH3+]